P-toluate CC1=CC=C(C=C1)C(=O)O